C(C)OC(=O)C1=C(C=NN1C1=C(C=CC=C1F)F)C1CC1 4-cyclopropyl-1-(2,6-difluorophenyl)-1H-pyrazole-5-carboxylic acid ethyl ester